N-((2R,3S)-1-((2S)-2-hydroxypropanoyl)-2-(((cis-4-phenylcyclohexyl)oxy)methyl)-piperidin-3-yl)methane-sulfonamide O[C@H](C(=O)N1[C@H]([C@H](CCC1)NS(=O)(=O)C)CO[C@@H]1CC[C@@H](CC1)C1=CC=CC=C1)C